O=C1NC(CC[C@@H]1NC(=O)C1CCNC2=CC=CC=C12)=O N-((S)-2,6-Dioxopiperidin-3-yl)-1,2,3,4-tetrahydroquinoline-4-carboxamide